ClC#CC1C(C1C(=O)OC)(C)C methyl 3-(2-chloroethynyl)-2,2-dimethylcyclopropanecarboxylate